O=CCCCCCNC(OC(C)(C)C)=O tert-butyl (6-oxohexyl)carbamate